6-bromo-4-chloro-5-((cyclopropylmethyl)(2-methylallyl)amino)-2-(2-methyl-2H-indazol-5-yl)pyridazin-3(2H)-one BrC=1C(=C(C(N(N1)C1=CC2=CN(N=C2C=C1)C)=O)Cl)N(CC(=C)C)CC1CC1